CN1N=NC2=C1C=CC(=C2C)C(C(C(=O)O)(C)C)C2=CC(=C(C=C2)C)CN2C[C@H](OC1=C(C2)C=C(C2=CC=CC=C21)F)CC 3-(1,4-dimethyl-1H-benzo[d][1,2,3]triazol-5-yl)-3-(3-(((R)-2-ethyl-7-fluoro-2,3-dihydronaphtho[2,1-f][1,4]oxazepin-4(5H)-yl)methyl)-4-methylphenyl)-2,2-dimethylpropanoic acid